CC1(C(CNC1)CNS(=O)(=O)C)C N-((4,4-Dimethylpyrrolidin-3-yl)methyl)methanesulfonamide